morpholin-4-carboxamide N1(CCOCC1)C(=O)N